(S)-2-amino-3-(4-(7-fluoro-3-methyl-2-oxo-2,3-dihydro-1H-benzo[d]imidazol-1-yl)phenyl)propanoic acid methyl ester COC([C@H](CC1=CC=C(C=C1)N1C(N(C2=C1C(=CC=C2)F)C)=O)N)=O